BrC1=C2CC[C@@H](C2=CC=C1)NC=1N=C(C(=NC1C(F)(F)F)C=O)OC (S)-5-((4-bromo-2,3-dihydro-1H-inden-1-yl)amino)-3-methoxy-6-(trifluoromethyl)pyrazine-2-carbaldehyde